5-benzyl-1,2,4-oxadiazole-3-carboxylic acid ethyl ester C(C)OC(=O)C1=NOC(=N1)CC1=CC=CC=C1